4-((4-([1,2,4]triazolo[4,3-c]pyrimidin-7-yloxy)-3-methylphenyl)amino)quinazolin N=1N=CN2C=NC(=CC21)OC2=C(C=C(C=C2)NC2=NC=NC1=CC=CC=C21)C